ClC1=C(C2=C(NC(O[C@]23CN(CC3)C(=O)C=3C=NN(C3)CC3=CC=C(C=C3)CN3N=CC(=C3)C)=O)C=C1)F (S)-6-Chloro-5-fluoro-1'-(1-(4-((4-methyl-1H-pyrazol-1-yl)methyl)benzyl)-1H-pyrazole-4-carbonyl)spiro[benzo[d][1,3]oxazine-4,3'-pyrrolidin]-2(1H)-one